C(C)(=O)N1C[C@H](CCC1)NC(OC(C)(C)C)=O tert-butyl (S)-(1-acetylpiperidin-3-yl)carbamate